4-(1-phenylethylamino)-6-(1H-pyrazolo[3,4-c]pyridin-3-yl)quinoline-3-carbonitrile C1(=CC=CC=C1)C(C)NC1=C(C=NC2=CC=C(C=C12)C1=NNC2=CN=CC=C21)C#N